4-Amino-5-bromo-3-(2-chloro-5-fluorophenyl)-2-(4-methoxybenzyl)isoindol-1-one NC1=C2C(N(C(C2=CC=C1Br)=O)CC1=CC=C(C=C1)OC)C1=C(C=CC(=C1)F)Cl